3-isopropoxy-N-(2-methyl-4-(2-((1-(1-methylpiperidin-4-yl)-1H-pyrazol-4-yl)amino)pyrimidin-4-yl)benzyl)azetidine-1-carboxamide C(C)(C)OC1CN(C1)C(=O)NCC1=C(C=C(C=C1)C1=NC(=NC=C1)NC=1C=NN(C1)C1CCN(CC1)C)C